(2R,3R,4R,5S)-2-(hydroxymethyl)-1-(((1r,4R)-4-isopropylcyclohexyl)methyl)piperidine-3,4,5-triol OC[C@H]1N(C[C@@H]([C@H]([C@@H]1O)O)O)CC1CCC(CC1)C(C)C